(2-(4-(1h-pyrazol-1-yl)phenyl)-6-methylpyrimidin-4-yl)(4-(Methylsulfonyl)piperazin-1-yl)methanone N1(N=CC=C1)C1=CC=C(C=C1)C1=NC(=CC(=N1)C(=O)N1CCN(CC1)S(=O)(=O)C)C